C(C1=CC=CC=C1)(=O)O[C@@H]1C([C@H]2CC[C@@H](C1)N2C)C(=O)N[C@@H](C(=O)O)CCCC (1R,2R,3S,5S)-3-(benzoyloxy)-8-methyl-8-azabicyclo[3.2.1]octane-2-carboxamido-hexanoic acid